Dimethylaminomorpholinocarbenium hexafluorophosphate Salt F[P-](F)(F)(F)(F)F.CN(C)[CH+]N1CCOCC1